methyl (2S)-2-[[(2S)-2-[(7-chloro-5-methoxy-1H-indole-2-carbonyl)amino]-4,4-dimethyl-pentanoyl] amino]-3-[(3S)-2-oxo-3-piperidyl]propanoate ClC=1C=C(C=C2C=C(NC12)C(=O)N[C@H](C(=O)N[C@H](C(=O)OC)C[C@H]1C(NCCC1)=O)CC(C)(C)C)OC